N-[(3S)-9-fluoro-2-oxo-5-phenyl-1,3-dihydro-1,4-benzodiazepine-3-Yl]-5-[2-fluoro-6-(prop-2-ylamino)pyridin-3-yl]-1-(oxetan-3-yl)pyrazole-4-carboxamide FC1=CC=CC=2C(=N[C@@H](C(NC21)=O)NC(=O)C=2C=NN(C2C=2C(=NC(=CC2)NC(C)C)F)C2COC2)C2=CC=CC=C2